7-bromo-1-isopropyl-1,2,3,4-tetrahydroisoquinoline BrC1=CC=C2CCNC(C2=C1)C(C)C